N-ethyl-6-methyl-5-(piperazin-1-yl)picolinamide C(C)NC(C1=NC(=C(C=C1)N1CCNCC1)C)=O